2-(2-(difluoromethyl)-5-methoxypyridin-4-yl)-4-(1-((methylsulfonyl)methyl)-1H-pyrazol-3-yl)benzoic acid FC(C1=NC=C(C(=C1)C1=C(C(=O)O)C=CC(=C1)C1=NN(C=C1)CS(=O)(=O)C)OC)F